ethyl 1-(4-methoxybenzyl)-4-((phenoxycarbonyl)amino)-1H-pyrazole-3-carboxylate COC1=CC=C(CN2N=C(C(=C2)NC(=O)OC2=CC=CC=C2)C(=O)OCC)C=C1